tert-butyl (4-(6-methyl-1,2,4,5-tetrazin-3-yl)-2-(trifluoromethyl)benzyl)carbamate CC1=NN=C(N=N1)C1=CC(=C(CNC(OC(C)(C)C)=O)C=C1)C(F)(F)F